1-{4-[3-Bromo-2-isopropyl-7-((R)-1-quinolin-3-yl-ethylamino)-2H-pyrazolo[4,3-d]pyrimidin-5-yl]-piperazin-1-yl}-ethanon BrC=1N(N=C2C1N=C(N=C2N[C@H](C)C=2C=NC1=CC=CC=C1C2)N2CCN(CC2)C(C)=O)C(C)C